(S)-2-oxo-2-((1-(4-(trifluoromethoxy)phenyl)ethyl)amino)acetic acid O=C(C(=O)O)N[C@@H](C)C1=CC=C(C=C1)OC(F)(F)F